5-chloro-3-fluoro-2-(((2-toluenesulfonylhydrazino)methyl)phenyl)piperazine-1-carboxylic acid tert-butyl ester C(C)(C)(C)OC(=O)N1C(C(NC(C1)Cl)F)C1=C(C=CC=C1)CNNS(=O)(=O)CC1=CC=CC=C1